C(=CC)N(CCNCCN)CC1=CC=CC=C1 propenyl-benzyl-diethylenetriamine